N-(1'-(2-(2-methoxypropan-2-yl)pyrimidin-4-yl)-1',2'-dihydrospiro[cyclopropane-1,3'-pyrrolo[3,2-c]pyridin]-6'-yl)acetamide COC(C)(C)C1=NC=CC(=N1)N1CC2(C=3C=NC(=CC31)NC(C)=O)CC2